NC[C@H](C(=O)OCC1=CC=CC=C1)NC(CCCCCCCCCCCCCCC)=O (R)-benzyl 3-amino-2-palmitamidopropanoate